5-(3-(2-(1H-indazol-4-yl)ethynyl)phenoxy)-1H-1,2,3-triazole-4-carboxylic acid N1N=CC2=C(C=CC=C12)C#CC=1C=C(OC2=C(N=NN2)C(=O)O)C=CC1